3-benzyl-2-ethylsulfanyl-benzothiazole C(C1=CC=CC=C1)N1C(SC2=C1C=CC=C2)SCC